C(C)(C)(C)OC(=O)N1CC(CC(C1)(F)F)(C(=O)O)C 1-[(tert-butoxy)carbonyl]-5,5-difluoro-3-methylpiperidine-3-carboxylic acid